N-cyclooctyl-4,6-dimethyl-1H-pyrrolo[2,3-b]pyridine-2-formamide C1(CCCCCCC1)NC(=O)C1=CC=2C(=NC(=CC2C)C)N1